C(CCCCCCCCCCCCCCCC)N1C(CCC1)=O 1-N-heptadecyl-2-pyrrolidone